2-(1-(piperidin-4-yl)azetidin-3-yl)isoindoline-1,3-dione hydrochloride Cl.N1CCC(CC1)N1CC(C1)N1C(C2=CC=CC=C2C1=O)=O